(1S,3R)-3-acetylamino-N-(4-(1-cyclopropyl-4-fluoro-1H-benzo[d]imidazol-6-yl)-5-methylpyridin-2-yl)cyclohexane-1-carboxamide furanpropionate O1C(=CC=C1)CCC(=O)O.C(C)(=O)N[C@H]1C[C@H](CCC1)C(=O)NC1=NC=C(C(=C1)C=1C=C(C2=C(N(C=N2)C2CC2)C1)F)C